4,5-diamino-1-methyl-3-methylpyrazole NC=1C(=NN(C1N)C)C